6-ethylpyridine-3-carboxamide C(C)C1=CC=C(C=N1)C(=O)N